ClC1=C2COC3(C4=CC(=C(C(=C4OC=4C(=C(C(=CC34)I)[O-])I)I)[O-])I)C2=C(C(=C1Cl)Cl)Cl.[Na+].[Na+] sodium 4,5,6,7-tetrachloro-2',4',5',7'-tetraiodo-3H-spiro[isobenzofuran-1,9'-xanthene]-3',6'-bis(olate)